2-piperidin-1-yl-ethanesulfonic acid (4-{6-amino-5-[1-(2-chloro-3,6-difluoro-phenyl)-ethoxy]-pyridin-3-yl}-phenyl)-amide NC1=C(C=C(C=N1)C1=CC=C(C=C1)NS(=O)(=O)CCN1CCCCC1)OC(C)C1=C(C(=CC=C1F)F)Cl